S1C=NC2=C1C(=CC=C2)CCC[C@H]2C[C@@H]1N(CCN(C1)C1=CC(=NC=C1)Cl)C2=O (7S,8aS)-7-(3-(benzo[d]thiazol-7-yl)propyl)-2-(2-chloropyridin-4-yl)hexahydropyrrolo[1,2-a]pyrazin-6(2H)-one